3-nitro-4-[(tetrahydropyran-4-ylmethyl)amino]Benzenesulfonamide [N+](=O)([O-])C=1C=C(C=CC1NCC1CCOCC1)S(=O)(=O)N